O1[C@@H](CC1)CN1C(=NC2=C1C=C(C=C2)C(=O)OC)[C@H](C)N2CCC(CC2)C2=NC(=CC=C2)OCC=2C=CC=C1C=CC=NC21 methyl 1-(((S)-oxetan-2-yl) methyl)-2-((S)-1-(4-(6-(quinolin-8-ylmethoxy) pyridin-2-yl) piperidin-1-yl) ethyl)-1H-benzo[d]imidazole-6-carboxylate